N-tert-butyl-4-[(4-hydroxyphenyl)methylcarbamoylamino]pyridine-2-carboxamide benzyl-2,2-difluoro-6-azaspiro[2.5]octane-1-carboxylate hydrochloride Cl.C(C1=CC=CC=C1)OC(=O)C1C(C12CCNCC2)(F)F.C(C)(C)(C)NC(=O)C2=NC=CC(=C2)NC(NCC2=CC=C(C=C2)O)=O